N-((7-chloro-8-fluoroimidazo[1,5-a]pyridin-1-yl)methyl)-1-((6-cyclopropyl-8-(2-oxopyrrolidin-1-yl)imidazo[1,2-a]pyridin-2-yl)methyl)-1H-1,2,3-triazole-4-carboxamide ClC1=C(C=2N(C=C1)C=NC2CNC(=O)C=2N=NN(C2)CC=2N=C1N(C=C(C=C1N1C(CCC1)=O)C1CC1)C2)F